ClC1=NN2C=3CCCN(C3C=NC2=C1)C1=CC=C(C=C1)[C@@H](C(F)(F)F)N(C(=O)C1CN(C1)C(=O)OC(C)(C)C)C tert-butyl 3-[[(1S)-1-[4-(4-chloro-2,3,7,10-tetrazatricyclo[7.4.0.02,6]trideca-1(9),3,5,7-tetraen-10-yl)phenyl]-2,2,2-trifluoro-ethyl]-methyl-carbamoyl]azetidine-1-carboxylate